FC(C(C1=CC=C(C=C1)F)NS(=O)(=O)C1=CC=C2CCNCC2=C1)(F)F N-(2,2,2-trifluoro-1-(4-fluorophenyl)ethyl)-1,2,3,4-tetrahydroisoquinoline-7-sulfonamide